4-chloro-5,5-difluoro-5,6,7,8-tetrahydroquinoline ClC1=CC=NC=2CCCC(C12)(F)F